CN1N=C(C(=C1)C=1CC=N[C@@H](C1)C1=CC=C(C=C1)C(=O)OC)C (S)-4-(1,3-dimethyl-1H-pyrazol-4-yl)-6-(4-(methoxycarbonyl)phenyl)-3,6-dihydropyridine